4-(6-(7-(aminomethyl)-7-(4-methylthiazol-2-yl)-3-azabicyclo[4.1.0]heptan-3-yl)-1H-pyrazolo[3,4-b]pyrazin-3-yl)naphthalen-1-yl sulfurofluoridate S(OC1=CC=C(C2=CC=CC=C12)C1=NNC2=NC(=CN=C21)N2CC1C(C1CC2)(C=2SC=C(N2)C)CN)(=O)(=O)F